ClC=1C(=NC=C(C1)Cl)N1CC=2C(CC1)=NN(C2C=2C=C1C=CNC1=CC2)C2=C(C=CC=C2C)OCC(C)C 5-(3,5-dichloropyridin-2-yl)-4,5,6,7-tetrahydro-3-(1H-indol-5-yl)-2-(2-isobutoxy-6-methylphenyl)-2H-pyrazolo[4,3-c]pyridine